FC=1C(NC(N(C1)[C@H]1C[C@@H]2OP(OC[C@H]2O1)(=O)OCC1CC1)=O)=O 5-fluoro-1-((4aR,6R,7aS)-2-(cyclopropylmethoxy)-2-oxotetrahydro-4H-furo[3,2-d][1,3,2]dioxaphosphorin-6-yl)pyrimidine-2,4(1H,3H)-dione